OC1CCN(CC1)C(=O)N1CCC(CC1)=C(C#N)C1=CC=C(C=C1)OC(F)(F)F 2-(1-(4-hydroxypiperidine-1-carbonyl)piperidin-4-ylidene)-2-(4-(trifluorometh-oxy)phenyl)acetonitrile